3,4,5-trimethyl-1-cyclopentyl acrylate C(C=C)(=O)OC1CC(C(C1C)C)C